COS(=O)(=O)[O-].C(C(=C)C)(=O)OCC[N+](C)(C)C beta-methacryloyloxyethyl-trimethylammonium methyl-sulfate